The molecule is a chalcocarbonic acid, a thiocarbonyl compound and a one-carbon compound. It is a conjugate acid of a hydrogen trithiocarbonate. C(=S)(S)S